1-(4-isopropylphenyl)-N3-(4-morpholinylphenyl)-1H-1,2,4-triazole-3,5-diamine C(C)(C)C1=CC=C(C=C1)N1N=C(N=C1N)NC1=CC=C(C=C1)N1CCOCC1